C(C)Br Ethylbromid